5-amino-2-(p-toluidino)benzenesulfonic acid NC=1C=CC(=C(C1)S(=O)(=O)O)NC1=CC=C(C=C1)C